N-{3-[2-(4-chloro-3-fluorophenoxy)acetamido]bicyclo[1.1.1]pentan-1-yl}-6,7-dimethoxy-4-oxo-4H-1-benzopyran-2-carboxamide ClC1=C(C=C(OCC(=O)NC23CC(C2)(C3)NC(=O)C=3OC2=C(C(C3)=O)C=C(C(=C2)OC)OC)C=C1)F